trimethylsilyltrifluoromethansulfonat C[Si](C)(C)OS(=O)(=O)C(F)(F)F